N1CCC2C=CC=3C(=C12)CC=CN3 tetrahydro-9H-pyridoindole